t-butyl {[6-(7-{4-[4-ethoxy-1-(4-fluorophenyl)-2-oxo-1,2-dihydropyridine-3-carboxamido]-2-fluorophenoxy}thieno[3,2-b]pyridin-2-yl)pyridin-3-yl]methyl}(2-methoxyethyl)carbamate C(C)OC1=C(C(N(C=C1)C1=CC=C(C=C1)F)=O)C(=O)NC1=CC(=C(OC2=C3C(=NC=C2)C=C(S3)C3=CC=C(C=N3)CN(C(OC(C)(C)C)=O)CCOC)C=C1)F